C(CCCCCCCCCCCCC)C(C)CCCCCCCCCCCCCCCC 2-tetradecyl-octadecane